BrC=1C(NC(C1C1=CNC2=CC=CC=C12)=O)=O 3-bromo-4-(1H-indol-3-yl)-1H-pyrrole-2,5-dione